CNC1=C(N=CO1)C#N 5-(methylamino)oxazole-4-carbonitrile